6-chloro-2,3-bis(trifluoromethyl)quinoxaline ClC=1C=C2N=C(C(=NC2=CC1)C(F)(F)F)C(F)(F)F